C1(CCC1)C=1C(=NN(C1NC(=O)C1CC(C1)(F)F)C)CC1CC(C1)(F)F N-(4-cyclobutyl-3-((3,3-difluorocyclobutyl)methyl)-1-methyl-1H-pyrazol-5-yl)-3,3-difluorocyclobutane-1-carboxamide